BrC=1C=CC(=C(OCCN2C[C@@H](CC2)C(=O)NS(=O)(=O)C)C1)C=1OC2=C(C=CC=C2C(C1)=O)Cl (3R)-1-[2-[5-bromo-2-(8-chloro-4-oxo-chromen-2-yl)phenoxy]ethyl]-N-methylsulfonyl-pyrrolidine-3-carboxamide